O=C1NC(CCC1N1C(C2=CC=C(C=C2C1=O)N1CC(C1)OC1=CC=C(C=C1)S(=O)(=O)N1CCC(CC1)NC(OC(C)(C)C)=O)=O)=O tert-butyl (1-((4-((1-(2-(2,6-dioxopiperidin-3-yl)-1,3-dioxo-isoindolin-5-yl)azetidin-3-yl)oxy)phenyl)sulfonyl)piperidin-4-yl)carbamate